2-(4-chloro-3-fluorophenoxy)-N-(3-{[4-(pyrrolidin-1-yl)pyridin-2-yl]amino}bicyclo[1.1.1]pent-1-yl)acetamide ClC1=C(C=C(OCC(=O)NC23CC(C2)(C3)NC3=NC=CC(=C3)N3CCCC3)C=C1)F